C1(=CC=CC=C1)C1=C2C=CC=CC2=C(C2=CC=CC=C12)C=1C2=CC=CC=C2C(=C2C=CC=CC12)C1=CC=CC=C1 10,10'-diphenyl-9,9'-bianthryl